copper-zinc-copper [Cu].[Zn].[Cu]